O=C(/C=C/C(=O)OC)NCC#C methyl (E)-4-oxo-4-(prop-2-yn-1-ylamino)but-2-enoate